N[C@H](C(=O)NC1=NC=CC(=C1)[C@@H](CC)N1C(N[C@@H](C1)C(F)(F)F)=O)C1CCC(CC1)C (S)-2-amino-2-((1r,4S)-4-methylcyclohexyl)-N-(4-((R)-1-((S)-2-oxo-4-(trifluoromethyl)-imidazolidin-1-yl)propyl)pyridin-2-yl)acetamide